C1(C2C(CCC1)O2)C2C1C(CCC2)O1 1,1'-bi(2,3-epoxycyclohexane)